ClC1=CC=C(C=C1)[C@@]1(N(C(C2=CC(=CC=C12)C(CN1CCC(CC1)O)(C)O)=O)CC1=NC=C(C=C1)Cl)OC (3R)-3-(4-chlorophenyl)-2-[(5-chloropyridin-2-yl)methyl]-6-[2-hydroxy-1-(4-hydroxypiperidin-1-yl)propan-2-yl]-3-methoxy-2,3-dihydro-1H-isoindol-1-one